N-benzyl-6-{5-[(cyclopropylamino)carbonyl]-3-fluoro-2-methylphenyl}nicotinamide C(C1=CC=CC=C1)NC(C1=CN=C(C=C1)C1=C(C(=CC(=C1)C(=O)NC1CC1)F)C)=O